3-((3-(Chloromethyl)-5-fluoropyridin-2-yl)amino)piperidine-2,6-dione ClCC=1C(=NC=C(C1)F)NC1C(NC(CC1)=O)=O